Cl.CN(S(=O)(=O)N1CCNCC1)C N,N-DIMETHYLPIPERAZINE-1-SULFONAMIDE HYDROCHLORIDE